chloro-6-(5-cyclopropyl-6-methoxypyrazolo[1,5-a]pyrimidin-3-yl)-5-fluoronicotinonitrile ClC1=C(C#N)C=C(C(=N1)C=1C=NN2C1N=C(C(=C2)OC)C2CC2)F